O1CCC2=C1C=C(C=C2)[C@@H](C)N2CCNCC2 4-((R)-1-(2,3-dihydrobenzofuran-6-yl)ethyl)piperazine